5-chloro-3-[(1S,3R)-3-[[4-(oxetan-3-yloxy)-5-(trifluoromethyl)pyrimidin-2-yl]amino]cyclohexyl]-[1,2,4]triazolo[4,3-a]pyridine-7-carbonitrile ClC1=CC(=CC=2N1C(=NN2)[C@@H]2C[C@@H](CCC2)NC2=NC=C(C(=N2)OC2COC2)C(F)(F)F)C#N